C1(=CC=C(C=C1)CN1C2=C(C=C1)SC(=C2Br)C)C2=CC=CC=C2 4-([1,1'-biphenyl]-4-ylmethyl)-3-bromo-2-methyl-4H-thieno[3,2-b]pyrrole